phosphacaprolactam P1(CCCCCN1)=O